N-(3-Cyanophenyl)-9-(methyl(7H-pyrrolo[2,3-d]pyrimidin-4-yl)amino)-3-azaspiro[5.5]undecan-3-carboxamid C(#N)C=1C=C(C=CC1)NC(=O)N1CCC2(CC1)CCC(CC2)N(C=2C1=C(N=CN2)NC=C1)C